(2S,3R)-3-((2-aminopyridin-4-yl)methyl)-N2-(1-methyl-1H-imidazol-2-yl)-N1-((R)-1-(4-methylphenyl)propyl)-N2-methyl-4-oxoazetidine-1,2-dicarboxamide NC1=NC=CC(=C1)C[C@@H]1[C@H](N(C1=O)C(=O)N[C@H](CC)C1=CC=C(C=C1)C)C(=O)N(C)C=1N(C=CN1)C